Diglycerin isostearate C(CCCCCCCCCCCCCCC(C)C)(=O)O.OCC(O)CO.OCC(O)CO